1-butyl-4-ethylpiperidinium fluoride [F-].C(CCC)[NH+]1CCC(CC1)CC